3-bromo-6,7,8,9-tetrahydropyrido[4',3':4,5]imidazo[1,2-a]pyrazine BrC1=CC=2N=C3N(CCNC3)C2C=N1